2,2-norbornanedimethanol C12C(CC(CC1)C2)(CO)CO